ClC=1C=C(C=CC1)N1N=C(C=C(C1=O)C(=O)N[C@H](CO)CC(C)C)C1=CC=C(C=C1)Cl 2-(3-chlorophenyl)-6-(4-chlorophenyl)-N-[(2S)-1-hydroxy-4-methylpentan-2-yl]-3-oxo-2,3-dihydropyridazine-4-carboxamide